3-(5-(((1S,2S)-2-(((6-methoxypyridin-3-yl)methyl)amino)cyclohexyl)oxy)-1-oxoisoindolin-2-yl)piperidine-2,6-dione COC1=CC=C(C=N1)CN[C@@H]1[C@H](CCCC1)OC=1C=C2CN(C(C2=CC1)=O)C1C(NC(CC1)=O)=O